2-(2,6-dioxopiperidine-3-yl)-5-(4-((2-(piperidin-4-yl)ethoxy)methyl)piperidin-1-yl)isoindoline-1,3-dione O=C1NC(CCC1N1C(C2=CC=C(C=C2C1=O)N1CCC(CC1)COCCC1CCNCC1)=O)=O